N[C@@H](CCNC(OC(C)(C)C)=O)C(=O)NC1=C(C(=C(C=C1)Cl)Cl)F (S)-tert-butyl (3-amino-4-((3,4-dichloro-2-fluorophenyl)amino)-4-oxobutyl)carbamate